FC1=C(C=C2CCC(N(C2=C1)C)=O)C=1C(=C(C=NC1)[C@@H](C)N[S@](=O)C(C)(C)C)C |o1:19| (R)-2-Methyl-propane-2-sulfinic acid {(R or S)-1-[5-(7-fluoro-1-methyl-2-oxo-1,2,3,4-tetrahydro-quinolin-6-yl)-4-methyl-pyridin-3-yl]-ethyl}-amide